3-[[5-(2-methyl-4-pyridinyl)-6-tetrahydropyran-4-yl-1H-pyrazolo[4,3-g]isoquinolin-8-yl]oxy]hydroxyazetidine-1-carboxamide CC1=NC=CC(=C1)C1=C(N=C(C2=CC3=C(C=C12)C=NN3)OC3C(N(C3)C(=O)N)O)C3CCOCC3